C(=O)(O)CN(CC(=O)O)C(C)N(CC(=O)O)CCO N-carboxymethyl-N'-(2-hydroxyethyl)-N,N'-ethylidenediglycine